(R)-N-(1-(1-(cyclohexanecarbonyl)-2,3-dihydro-1H-indol-5-yl)ethyl)-4-cyanobenzamide C1(CCCCC1)C(=O)N1CCC2=CC(=CC=C12)[C@@H](C)NC(C1=CC=C(C=C1)C#N)=O